diphenyltriazinyl[(dimethylfluorenyl)benzselenophenyl]benzene C1(=CC=CC=C1)C1=C(C(=C(C=C1)C=1[Se]C2=C(C1C1=C(C(=CC=3C4=CC=CC=C4CC13)C)C)C=CC=C2)C2=NN=NC=C2)C2=CC=CC=C2